(hexafluoroisopropyl)isophthalic anhydride FC(C(C(F)(F)F)C1=C2C(=O)OC(C1=CC=C2)=O)(F)F